tert-Butyl ((3S,5S)-1-(5-(2-chloropyrimidine-4-carboxamido)-7-fluoro-1-(2-methoxyethyl)-1H-indazol-4-yl)-5-(hydroxymethyl)pyrrolidin-3-yl)carbamate ClC1=NC=CC(=N1)C(=O)NC=1C(=C2C=NN(C2=C(C1)F)CCOC)N1C[C@H](C[C@H]1CO)NC(OC(C)(C)C)=O